C(C)(C)(C)C1CCC=2N=C3C(=CC(=CC3=CC2C1)C(=O)N[C@H](CCN1CCC(CC1)O)C1=CC=C(C=C1)N1C(OCC1)=O)C 7-(tert-butyl)-N-((R)-3-(4-hydroxypiperidin-1-yl)-1-(4-(2-oxooxazolidin-3-yl)phenyl)propyl)-4-methyl-5,6,7,8-tetrahydroacridine-2-carboxamide